ClC=1C=CC(=C(C1)N1/C(/SCC1=O)=N/C(=O)NC1=C(C=C(C=C1)C1=NN(C=N1)C1=CC=C(C=C1)OC(F)(F)F)F)C(C)C (Z)-1-(3-(5-chloro-2-isopropylphenyl)-4-oxothiazolidin-2-ylidene)-3-(2-fluoro-4-(1-(4-(trifluoromethoxy)phenyl)-1H-1,2,4-triazol-3-yl)phenyl)urea